CCS(=O)(=O)OC1(CCN(CC1)NC1=C2C(=NC=C1N)N(C=C2)S(=O)(=O)C2=CC=C(C)C=C2)C (4-methyl-1-((5-amino-1-p-toluenesulfonyl-1H-pyrrolo[2,3-b]pyridin-4-yl) amino) piperidin-4-yl) methylmethanesulfonate